N-(5-fluoro-6-(4-(2-(3-hydroxypyrrolidin-1-yl)propan-2-yl)-1H-imidazol-1-yl)pyridin-3-yl)-2-(5-methyl-3-(trifluoromethyl)-1H-pyrazol-1-yl)acetamide FC=1C=C(C=NC1N1C=NC(=C1)C(C)(C)N1CC(CC1)O)NC(CN1N=C(C=C1C)C(F)(F)F)=O